FC1=C(C=C(C=C1)[C@H]1[C@@H](C1)C=1C=NC(=NC1)C1=NC=CC=N1)N1C[C@H](CC1)OC trans-5-(2-(4-Fluoro-3-((S)-3-methoxypyrrolidin-1-yl)phenyl)cyclopropyl)-2,2'-bipyrimidine